OCCN1CC2(C1)CCN(CC2)C2(C(NC(NC2=O)=O)=O)C2=CC(=CC=C2)NC2=NC=C(N=C2)C(F)(F)F 5-[2-(2-hydroxyethyl)-2,7-diazaspiro[3.5]nonan-7-yl]-5-[3-[[5-(trifluoromethyl)pyrazin-2-yl]amino]phenyl]hexahydropyrimidine-2,4,6-trione